ClC1=CC=C(C=C1)C1=CNC=2N=CN(C(C21)=O)CC(N2C(CCC2)C(F)(F)F)=O 5-(4-chlorophenyl)-3-(2-oxo-2-(2-(trifluoromethyl)pyrrolidin-1-yl)ethyl)-3H-pyrrolo[2,3-d]pyrimidin-4(7H)-one